C(C)(C)(C)C1=CC=C(C=C1)N1C=NC2=C1C=CC=C2 1-(4-(tert-butyl)phenyl)-1H-benzo[d]imidazole